benzyl 2-(4-chloro-2-methoxyphenyl)acetate ClC1=CC(=C(C=C1)CC(=O)OCC1=CC=CC=C1)OC